5-fluoro-2-methoxy-benzoylAmine FC=1C=CC(=C(C(=O)N)C1)OC